C(C)(C)(C)N1C[C@]2(C[C@@H]1C)C(NC1=CC=C(C=C12)Br)=O (tert-butyl)5'-methyl-(3R,5'S)-5-bromo-2-oxospiro[indoline-3,3'-pyrrolidine]